FC1=C(C=CC=C1)CC(=O)NC1=CC(=C(C=C1)N1N=CC(=C1)CC(F)(F)F)S(N)(=O)=O 2-(2-fluorophenyl)-N-{3-sulfamoyl-4-[4-(2,2,2-trifluoroethyl)-1H-pyrazol-1-yl]phenyl}acetamide